N-(2-(5-bromo-2-fluorophenyl)propyl)formamide BrC=1C=CC(=C(C1)C(CNC=O)C)F